cis-nerol OC\C=C(/CCC=C(C)C)\C